tert-Butyl(1-(4-phenoxy phenyl)cyclopropyl) carbamate C(N)(OC1(C(C1)C(C)(C)C)C1=CC=C(C=C1)OC1=CC=CC=C1)=O